tert-butyl (N,N-dimethylsulfamoyl)(2-(6-(pyridin-4-yl)-1-(3,3,3-trifluoropropyl)-1H-indol-3-yl)ethyl)carbamate CN(S(=O)(=O)N(C(OC(C)(C)C)=O)CCC1=CN(C2=CC(=CC=C12)C1=CC=NC=C1)CCC(F)(F)F)C